(R)-dimethyl((2-(4-methyl-1H-imidazol-1-yl)-6-(3-methyl-morpholino)pyrimidin-4-yl)imino)-λ6-sulfanone CS(=O)(=NC1=NC(=NC(=C1)N1[C@@H](COCC1)C)N1C=NC(=C1)C)C